BrC1=CC=C2C(=NN(C(C2=C1)=O)CC1=CC=C(C=C1)OC)O 7-bromo-4-hydroxy-2-(4-methoxybenzyl)phthalazin-1(2H)-one